CO[Si](C(C)C1=C(C(=C(C=C1)[SiH](C)C)[SiH](C)C)CC[SiH2]C(NCCC[Si](OCC)(OCC)OCC)NCCC[Si](OCC)(OCC)OCC)(OC)OC 1-Trimethoxysilylethyldimethylsilyl-3-bis(triethoxysilylpropylamino)methylsilylethyldimethylsilylbenzene